N-benzyl-1,2-propylenediamine C(C1=CC=CC=C1)NCC(C)N